FC(C(=O)C1=CC=CC=C1)C1=CC=CC=C1 2-fluoro-1,2-diphenylethane-1-one